O(CCNC(CCl)=O)CCNC(CCl)=O N,N'-(oxybis(ethane-2,1-diyl))bis(2-chloroacetamide)